N-((R)-1-Cyclopropylethyl)-7-(1H-pyrazol-4-yl)-8-(((S)-1,1,1-trifluoropropan-2-yl)oxy)-[1,2,4]triazolo[1,5-c]pyrimidin-2-amine C1(CC1)[C@@H](C)NC1=NN2C=NC(=C(C2=N1)O[C@H](C(F)(F)F)C)C=1C=NNC1